NCCC[Si](OCC)(OCC)CC 3-Aminopropylethyldiethoxysilan